sodium hydroxy phenyl sulfone C1(=CC=CC=C1)S(=O)(=O)O.[Na]